4-[2-(6-hydroxybenzo[1,3]dioxol-5-yl)-2H-benzotriazole-5-yl]butyl methacrylate C(C(=C)C)(=O)OCCCCC1=CC=2C(=NN(N2)C2=CC3=C(OCO3)C=C2O)C=C1